2-methylpropan-2-yl 8-methyl-1,2,3,4-tetrahydroquinoxaline-1-carboxylate CC=1C=CC=C2NCCN(C12)C(=O)OC(C)(C)C